(Z)-4-(tert-butyl) 1-(3-(diethylamino)-3-oxo-1-phenylprop-1-en-1-yl) (((9H-fluoren-9-yl) methoxy) carbonyl)-L-aspartate C1=CC=CC=2C3=CC=CC=C3C(C12)COC(=O)N[C@@H](CC(=O)OC(C)(C)C)C(=O)OC(=CC(=O)N(CC)CC)C1=CC=CC=C1